ClC=1C(=C(C(=O)O)C=C(N1)C(C)(C)C1=CC=C(C=C1)O)OCCCl 2-chloro-3-(2-chloroethoxy)-6-(2-(4-hydroxyphenyl)propan-2-yl)isonicotinic acid